3-(6-iminopyridazin-1-yl)propionic acid N=C1C=CC=NN1CCC(=O)O